N1(N=CC=C1)CC1=C(C=C(C(=O)O)C=C1)OC(F)(F)F 4-((1H-pyrazol-1-yl)methyl)-3-(trifluoromethoxy)benzoic acid